COC(=O)C1=CC=C2CCC3(CCNCC3)OC2=C1C(=O)OC spiro[chroman-2,4'-piperidine]-7,8-dicarboxylic Acid Dimethyl Ester